4-((4-(4-acryloyl-3-(cyanomethyl)piperazin-1-yl)-7-(3,4-dihydroquinolin-1(2H)-yl)-5,6,7,8-tetrahydroquinazolin-2-yl)amino)-N,N-dimethylbutanamide C(C=C)(=O)N1C(CN(CC1)C1=NC(=NC=2CC(CCC12)N1CCCC2=CC=CC=C12)NCCCC(=O)N(C)C)CC#N